(E)-10-(2,2'-dioxo-[3,3'-biindolinylidene]-1-yl)decanoic acid O=C/1N(C2=CC=CC=C2\C1=C\1/C(NC2=CC=CC=C12)=O)CCCCCCCCCC(=O)O